C(C)C1(C(N[C@@](CS1(=O)=O)(C1=CC2=C(SC3=C2C=C(C=C3)C#CC)C=C1)C)=N)CC (R)-2,2-Diethyl-3-imino-5-methyl-5-(8-(prop-1-yn-1-yl)dibenzo[b,d]thiophen-2-yl)thiomorpholine 1,1-dioxide